NC1=CC=C(C=C1)CCN1CCN(CC1)C1=CC=C(C=C1)C1C(NC(CC1)=O)=O 3-[4-[4-[2-(4-aminophenyl)ethyl]piperazin-1-yl]phenyl]piperidine-2,6-dione